(3S,4R)-4-(2-(2-chlorophenyl)-5,7-dihydroxy-4-oxo-4H-chromen-8-yl)-1-methylpiperidin-3-yl propionate C(CC)(=O)O[C@@H]1CN(CC[C@@H]1C=1C(=CC(=C2C(C=C(OC12)C1=C(C=CC=C1)Cl)=O)O)O)C